C(C)OC(=O)C1=C(N=C(S1)NC1=NC(=CC(=N1)NC(COC)C)NCC1=CC=C(C=C1)S(=O)(=O)C)C 2-[[4-[(2-Methoxy-1-methylethyl)amino]-6-[[[4-(methylsulfonyl)phenyl]methyl]amino]-2-pyrimidinyl]amino]-4-methyl-5-thiazolecarboxylic acid ethyl ester